C(C)(=O)C=1N([C@H]2[C@H](O)[C@H](OP(=O)(O)O)[C@@H](COP(=O)(O)OP(=O)(O)OCC(C)(C)[C@@H](O)C(=O)NCCC(=O)NCCS)O2)C=2N=CN=C(C2N1)N 8-Acetyl-coenzyme A